BrC=1C=C(C(=C(N[C@@H](C)C2CC(C2)NS(=O)(=O)C2=C(C=CC=C2)[N+](=O)[O-])C1)C(F)(F)F)F N-[(1R,3S)-3-{(1S)-1-[5-bromo-3-fluoro-2-(trifluoromethyl)anilino]ethyl}cyclobutyl]-2-nitrobenzene-1-sulfonamide